N-({4-[1-(oxetan-3-yl)-1H-pyrazol-4-yl]Phenyl}methyl)carbamic acid tert-butyl ester C(C)(C)(C)OC(NCC1=CC=C(C=C1)C=1C=NN(C1)C1COC1)=O